[N+](=O)([O-])C1=CC=C(C(=O)C2(CC2)SC2=NN=NN2C2=CC=C(C(=O)O)C=C2)C=C1 4-(5-((1-(4-nitrobenzoyl)cyclopropyl)thio)-1H-tetrazol-1-yl)benzoic acid